N1C=C(C=2C1=NC=CC2)CN2CCC(CC2)C=2C=C1CN(C(C1=CC2)=O)C2C(NC(CC2)=O)=O 3-(5-(1-((1H-pyrrolo[2,3-b]pyridin-3-yl)methyl)piperidin-4-yl)-1-oxoisoindolin-2-yl)piperidine-2,6-dione